[I-].C(CCCCCCCCCCCCCC)[N+](CC1=CC=CC=C1)(C)C pentadecyl-dimethyl-benzyl-ammonium iodide